(4-(2-fluoro-6-(trifluoromethyl)phenyl)piperidin-1-yl)(4,5,6,7-tetrahydro-1H-pyrazolo[3,4-c]pyridin-3-yl)methanone hydrochloride Cl.FC1=C(C(=CC=C1)C(F)(F)F)C1CCN(CC1)C(=O)C1=NNC=2CNCCC21